3-(isoquinolin-4-yl)-1-(1-methyl-1H-pyrazol-4-yl)-2-oxoimidazolidine-4-carbonitrile C1=NC=C(C2=CC=CC=C12)N1C(N(CC1C#N)C=1C=NN(C1)C)=O